CC(CCCCCC)C(O)=S.OC1=C(C(=CC(=C1)C(F)(F)F)C)C=1C=CC=2C(N1)=NN(C2C)C[C@H]2CC(NC2)=O (4S)-4-[[6-[2-hydroxy-6-methyl-4-(trifluorometh-yl)phenyl]-3-methyl-pyrazolo[3,4-b]pyridin-2-yl]methyl]pyrrolidin-2-one Octane-2-thiocarboxylate